1',2',4,6-tetrahydrospiro[cyclopenta[d]thiazole-5,3'-pyrrolo[2,3-b]pyridine]-2-carboxamide N1CC2(C=3C1=NC=CC3)CC3=C(N=C(S3)C(=O)N)C2